N1[C@@H](CCC1)C(=O)O.[N+](=O)([O-])C=1C=CC=C2C=C(C=NC12)C(C)=O 1-(8-nitroquinolin-3-yl)ethan-1-one prolinate